CC1(OB(OC1(C)C)C1=CC=C2C(NC(NC2=C1)=O)=O)C 7-(4,4,5,5-tetramethyl-1,3,2-dioxaborolan-2-yl)quinazoline-2,4(1H,3H)-dione